COC(C1=NC(=C(C=C1)F)N1CCC(CC1)(F)F)=O 6-(4,4-difluoropiperidin-1-yl)-5-fluoropicolinic acid methyl ester